bis(pyridinium) borate B([O-])([O-])O.[NH+]1=CC=CC=C1.[NH+]1=CC=CC=C1